5-((5-chloro-2,3-dihydrobenzofuran-4-yl)amino)-2-methyl-3-thioxo-2,3-dihydroisothiazole-4-carbonitrile ClC=1C=CC2=C(CCO2)C1NC1=C(C(N(S1)C)=S)C#N